C(CCC)C1=CC(C=C1)[Si](C1C(=CC2=C(C=3CCCC3C=C12)C1=CC=CC=C1)C)(C)C.[Li] lithium 1-((3-butylcyclopent-2,4-dien-1-yl)dimethylsilyl)-2-methyl-4-phenyl-1,5,6,7-tetrahydro-s-indacene